FC1=C(COC2=CC=CC(=N2)C2=CC=C(CC3=NC4=C(N3C[C@H]3OCCC3)C=C(C=C4)C(=O)OC)C=C2)C=CC(=C1)C(F)(F)F methyl (S)-2-(4-(6-((2-fluoro-4-(trifluoromethyl)benzyl)oxy)pyridin-2-yl)benzyl)-1-((tetrahydrofuran-2-yl)methyl)-1H-benzo[d]imidazole-6-carboxylate